tetrakis-(o-methylbenzoyl)germane CC1=C(C(=O)[Ge](C(C2=C(C=CC=C2)C)=O)(C(C2=C(C=CC=C2)C)=O)C(C2=C(C=CC=C2)C)=O)C=CC=C1